N(=[N+]=[N-])C[C@H]1CN(CCC1)C(=O)OC(C)(C)C tert-butyl (R)-3-(azidomethyl)piperidine-1-carboxylate